C(#N)C1=CC=C(C=C1)NC=1N=C(C2=C(CCNCC2)N1)OC1=C(C=C(C#N)C=C1C)C 4-((2-((4-Cyanophenyl)amino)-6,7,8,9-tetrahydro-5H-pyrimido[4,5-d]azepine-4-yl)oxy)-3,5-dimethylbenzonitrile